COC=1C=C(C=NC1[N+](=O)[O-])OC=1C=C2C(N(C=NC2=CC1)C)=O 6-((5-methoxy-6-nitropyridin-3-yl)oxy)-3-methylquinazolin-4(3H)-one